ClC1=C2C(N(C(C2=C(C(=C1Cl)Cl)Cl)=O)C(C(C(=O)[O-])(C)C)CNC(=O)OC(C)(C)C)=O 4,5,6,7-tetrachloro-1,3-dioxoisoindolin-2-yl-4-((tert-butoxycarbonyl)amino)-2,2-dimethylbutanoate